COC=1C=C(C=CC1)CS(=O)(=O)NC(CC1=CC=C(C=C1)NS(O)(=O)=O)C=1N=C(SC1)CC {4-(S)-[2-(3-methoxyphenyl)methanesulfonamido-2-(2-ethylthiazol-4-yl)ethyl]phenyl}sulfamic acid